Br[O-].[Na+] Sodium Hypobromite